11-(1-(tert-Butoxycarbonyl)pyrrolidin-3-yl)undec-10-enoic acid C(C)(C)(C)OC(=O)N1CC(CC1)C=CCCCCCCCCC(=O)O